2-[2-Chloro-4-(4-chlorophenyl)-5-(4-pyridinyl)imidazol-1-yl]-1-(2-methyl-2,7-diazaspiro[3.5]non-7-yl)ethanone ClC=1N(C(=C(N1)C1=CC=C(C=C1)Cl)C1=CC=NC=C1)CC(=O)N1CCC2(CN(C2)C)CC1